[2-(glycidoxy)propyl]-trimethoxysilane C(C1CO1)OC(C[Si](OC)(OC)OC)C